N-[3-(pyridin-3-yl)isoquinolin-5-yl]prop-2-enamide N1=CC(=CC=C1)C=1N=CC2=CC=CC(=C2C1)NC(C=C)=O